2-(4-hydroxyphenyl)-1H-phenanthro[9,10-d]imidazole-5,10-diamine OC1=CC=C(C=C1)C1=NC2=C(N1)C1=CC(=CC=C1C=1C=CC(=CC12)N)N